γ-acryloyloxypropyl-dimethoxymethylsilane C(C=C)(=O)OCCC[SiH2]C(OC)OC